IC1=CN=C2N1N=C(C(=C2)C=2C=NN(C2)C2CCOCC2)C 3-iodo-6-methyl-7-(1-(tetrahydro-2H-pyran-4-yl)-1H-pyrazol-4-yl)imidazo[1,2-b]pyridazine